3-isobutyl-4-hydroxy-5-methyl-1-n-propyl-pyrazole C(C(C)C)C1=NN(C(=C1O)C)CCC